9,9-bis[(2E)-2-hexen-1-yloxy]-7-nonynoic acid butyl ester C(CCC)OC(CCCCCC#CC(OC\C=C\CCC)OC\C=C\CCC)=O